(2R)-2-[(2-amino-5-{[1-(5-chloropyridin-2-yl)ethyl]thio}[1,3]thiazolo[4,5-d]pyrimidin-7-yl)amino]-4-methylpentan-1-ol NC=1SC2=C(N=C(N=C2N[C@@H](CO)CC(C)C)SC(C)C2=NC=C(C=C2)Cl)N1